ClC1=CC(=NN1C)[C@@H]1[C@H](C(N(C1)C)=O)C(=O)NC1=C(SC=C1)Cl (3S,4R)-4-(5-chloro-1-methyl-pyrazol-3-yl)-N-(2-chloro-3-thienyl)-1-methyl-2-oxo-pyrrolidine-3-carboxamide